2,2-dimethoxy-1-n-octyl-1-aza-2-silacyclopentane CO[Si]1(N(CCC1)CCCCCCCC)OC